(S,S)-2,2-Bis(4-phenyl-2-oxazolin-2-yl)propane C1(=CC=CC=C1)[C@@H]1N=C(OC1)C(C)(C)C=1OC[C@@H](N1)C1=CC=CC=C1